C(C)OC(C#CC=1C=C2C=CC=NC2=CC1)OCC 6-(3,3-Diethoxyprop-1-ynyl)quinoline